C(=O)C=1C=C(C(=O)O)C=CC1 m-formyl-benzoic acid